2-((3'-(4-chloro-2-fluorobenzyloxy)-3,4'-difluorobiphenyl-4-yl)methyl)-1-((tetrahydrofuran-2-yl)methyl)-1H-benzo[d]imidazole-6-carboxylic acid ClC1=CC(=C(COC=2C=C(C=CC2F)C2=CC(=C(C=C2)CC2=NC3=C(N2CC2OCCC2)C=C(C=C3)C(=O)O)F)C=C1)F